O1C2=C(OCC1C=1N[C@@H](C(N1)([2H])[2H])[2H])C=C(C(=C2)[2H])[2H] (5R)-2-(2,3-dihydrobenzo[b][1,4]dioxin-2-yl-6,7-d2)-4,5-dihydro-1H-imidazole-4,4,5-d3